FC1(C(C2=CC(=C=C=C12)OC=1C=C(C(=O)N)C=C(C1)F)O)F 3-(8,8-difluoro-7-hydroxybicyclo[4.2.0]octa-1,3,5-triene-2-enyloxy)-5-fluorobenzamide